C(=O)(O)CC1=C(C(=O)O)C(=C(C(=C1F)C(=O)O)F)F 2-(carboxymethyl)-3,5,6-trifluoroterephthalic acid